di-lithium isophthalate C(C1=CC(C(=O)[O-])=CC=C1)(=O)[O-].[Li+].[Li+]